NC1CCN(CC1)C=1C=CC=C2N=CC(=NC12)N1C=NC2=C1C=CC(=C2)OCC2CS(C2)(=O)=O 3-(((1-(8-(4-Aminopiperidin-1-yl)quinoxalin-2-yl)-1H-benzo[d]imidazol-5-yl)oxy)methyl)thietane 1,1-dioxide